2-(4-methoxybenzyl)-6-(4-methoxypyrrolidin-2-yl)-4-(trifluoromethyl)pyridazin-3(2H)-one 2,2,2-trifluoroacetate FC(C(=O)O)(F)F.COC1=CC=C(CN2N=C(C=C(C2=O)C(F)(F)F)C2NCC(C2)OC)C=C1